CC(C)COC1=CC=C(C=C1)CNC(=O)N(CC2=CC=C(C=C2)F)C3CCN(CC3)C N-(4-fluorophenylmethyl)-N-(1-methylpiperidin-4-yl)-N'-(4-(2-methylpropyloxy)phenylmethyl)carbamide